8-(4-Chloro-2-fluorophenyl)-2,3-dimethyl-6-(2-(1-(1-methylazetidin-3-yl)-1H-pyrazol-4-yl)morpholino)pyrimido[5,4-d]pyrimidin-4(3H)-one ClC1=CC(=C(C=C1)C1=NC(=NC2=C1N=C(N(C2=O)C)C)N2CC(OCC2)C=2C=NN(C2)C2CN(C2)C)F